3-[1-methyl-7-[1-[[(3S,4S)-3-methyl-4-piperidyl]methyl]-4-piperidyl]indazol-3-yl]piperidine-2,6-dione CN1N=C(C2=CC=CC(=C12)C1CCN(CC1)C[C@@H]1[C@@H](CNCC1)C)C1C(NC(CC1)=O)=O